1-benzyl-1,4-dihydronicotinamide C(C1=CC=CC=C1)N1C=C(C(=O)N)CC=C1